tert-Butyl 4-[5-(4,4,5,5-tetramethyl-1,3,2-dioxaborolan-2-yl)pyrimidin-2-yl]oxypiperidine-1-carboxylate CC1(OB(OC1(C)C)C=1C=NC(=NC1)OC1CCN(CC1)C(=O)OC(C)(C)C)C